COC=1C=C2CC\C(\C(C2=CC1OC)=O)=C/C1=CC2=C(S1)C=CS2 (E)-6,7-dimethoxy-2-(thieno[3,2-b]thiophen-2-ylmethylene)-3,4-dihydronaphthalen-1(2H)-one